FC(C(=O)O)(F)F.N1=CC(=C2N1C=CC=C2)C#N pyrazolo[1,5-a]pyridine-3-carbonitrile trifluoroacetate salt